N-methyl-N-(2-(methylamino)ethyl)nicotinamide CN(C(C1=CN=CC=C1)=O)CCNC